azaborazine N1=BN=CC=C1